3-bromo-N-[(4-methoxyphenyl)methyl]-N-methyl-4-[[(1S)-1-[4-(trifluoromethyl)phenyl]ethyl]amino]benzenesulfonamide BrC=1C=C(C=CC1N[C@@H](C)C1=CC=C(C=C1)C(F)(F)F)S(=O)(=O)N(C)CC1=CC=C(C=C1)OC